2-[6-bromo-1-[6-(3-cyano-5-methyl-pyrazol-1-yl)-5-(difluoromethyl)-2-pyridyl]benzimidazol-5-yl]oxy-N,N-dimethyl-acetamide BrC=1C(=CC2=C(N(C=N2)C2=NC(=C(C=C2)C(F)F)N2N=C(C=C2C)C#N)C1)OCC(=O)N(C)C